3-(((2-amino-4-bromo-5-fluorophenyl)amino)methyl)azetidine-1-carboxylic acid tert-butyl ester C(C)(C)(C)OC(=O)N1CC(C1)CNC1=C(C=C(C(=C1)F)Br)N